C(C)(=O)N1C(C(C2=CC=CC=C12)=C)=O N-acetyl-3-methyleneindolone